1-(6-(2-(2-(dimethylamino)ethoxy)-7-(3-hydroxynaphthalen-1-yl)-5,6,7,8-tetrahydropyrido[3,4-d]pyrimidin-4-yl)-2,6-diazaspiro[3.3]heptan-2-yl)prop-2-en-1-one CN(CCOC=1N=C(C2=C(N1)CN(CC2)C2=CC(=CC1=CC=CC=C21)O)N2CC1(CN(C1)C(C=C)=O)C2)C